ClC1=C(C=CC=C1)C(O)C1=C(C=CC=C1)Cl bis(2-chlorophenyl)methanol